((6-(difluoromethoxy)-2-(3'-(6-methoxy-5-(((R)-3-methylpyrrolidin-1-yl)methyl)pyrazin-2-yl)-2,2'-dimethyl-[1,1'-biphenyl]-3-yl)benzo[d]oxazol-5-yl)methyl)-L-proline FC(OC1=CC2=C(N=C(O2)C=2C(=C(C=CC2)C2=C(C(=CC=C2)C2=NC(=C(N=C2)CN2C[C@@H](CC2)C)OC)C)C)C=C1CN1[C@@H](CCC1)C(=O)O)F